7-Chloro-5-methoxy-imidazo[1,2-a]pyridine ClC1=CC=2N(C(=C1)OC)C=CN2